2-chloro-N-(1-(4-methoxy-3-(trifluoromethyl)phenyl)-1H-imidazol-4-yl)pyrrolo[2,1-f][1,2,4]triazin-4-amine ClC1=NN2C(C(=N1)NC=1N=CN(C1)C1=CC(=C(C=C1)OC)C(F)(F)F)=CC=C2